6-bromo-3-chloro-2-methoxypyridine BrC1=CC=C(C(=N1)OC)Cl